C(C1=CC=CC=C1)OCN1N=CC2=C(C1=O)CCC(N2CCO\C=C\C(N2CCN(CC2)C2=NC=C(C=C2)C(F)(F)F)=O)=O (E)-6-((benzyloxy)methyl)-1-(2-((3-oxo-3-(4-(5-(trifluoromethyl)pyridin-2-yl)piperazin-1-yl)prop-1-en-1-yl)oxy)ethyl)-4,6-dihydropyrido[2,3-d]pyridazine-2,5(1H,3H)-dione